4,4,5,5-tetramethyl-2-[3-(triphenylsilyl)phenyl]-1,3,2-dioxaborolane CC1(OB(OC1(C)C)C1=CC(=CC=C1)[Si](C1=CC=CC=C1)(C1=CC=CC=C1)C1=CC=CC=C1)C